[O-]P([O-])(=O)OP(=O)([O-])[O-].CC(C([NH3+])(C)C)(C(C)[NH3+])C.CC(C(C)(C)[NH3+])(C(C)[NH3+])C tetramethyl-1,3-diammoniobutane pyrophosphate salt